CN(C(=O)C1(CC(C1)NC=1N=CC2=C(N1)NC=C2C2=CC=1N(C=C2)N=CC1)C)C N,N,1-trimethyl-3-((5-(pyrazolo[1,5-a]pyridin-5-yl)-7H-pyrrolo[2,3-d]pyrimidin-2-yl)amino)cyclobutane-1-carboxamide